FC1CN(C1)C=1OC2=C(C=C(C=C2C(C1)=O)C)C(C)NC1=C(C(=O)O)C=CC=C1 2-[1-[2-(3-Fluoroazetidin-1-yl)-6-methyl-4-oxo-chromen-8-yl]ethylamino]benzoic acid